2-bromo-6-fluorobenzensulfonyl fluoride BrC1=C(C(=CC=C1)F)S(=O)(=O)F